N-(6-(2,4-dioxotetrahydropyrimidin-1(2H)-yl)pyridin-3-yl)propanamide O=C1N(CCC(N1)=O)C1=CC=C(C=N1)NC(CC)=O